5-fluoro-N-(1-methylpiperidin-4-yl)-4-(3-oxo-5,6,7,8-tetrahydro[1,2,4]triazolo[4,3-a]pyridin-2(3H)-yl)-2-[(2S)-pent-2-yloxy]benzamide FC=1C(=CC(=C(C(=O)NC2CCN(CC2)C)C1)O[C@@H](C)CCC)N1N=C2N(CCCC2)C1=O